ethyl (S)-3-(4-(2-chlorobenzyl)phenyl)-3-(3-(4-hydroxy-1,5-dimethyl-2-oxo-1,2-dihydro pyridin-3-yl)ureido)propanoate ClC1=C(CC2=CC=C(C=C2)[C@H](CC(=O)OCC)NC(=O)NC=2C(N(C=C(C2O)C)C)=O)C=CC=C1